CC1=C(C=CC(=C1)C)S(=O)(=O)OC12COC(CC1)(CC2)C=2NC=C(N2)C(F)(F)F (1-(4-(trifluoromethyl)-1H-imidazol-2-yl)-2-oxabicyclo[2.2.2]oct-4-yl) methyl-4-methylbenzenesulfonate